2-(4-bromoethyl-phenyl)-1-methylbenzimidazole BrCCC1=CC=C(C=C1)C1=NC2=C(N1C)C=CC=C2